C(#N)C=1C=C(C=CC1N1N=CC=N1)NC(=O)C=1C=NN(C1C(F)(F)F)C1=C2C=CC=NC2=CC=C1 N-(3-cyano-4-(2H-1,2,3-triazol-2-yl)phenyl)-1-(quinolin-5-yl)-5-(trifluoromethyl)-1H-pyrazole-4-carboxamide